CO[Si](CCCNC(C(=O)OCC)=O)(C)C Ethyl 2-((3-(methoxydimethyl-silyl)propyl)amino)-2-oxoacetat